3-(3-((2-((2-Ethyl-4-(4-methylpiperazin-1-yl)phenyl)amino)-5-(trifluoromethyl)pyrimidin-4-yl)amino)propyl)-1,3-oxazepan-2-on C(C)C1=C(C=CC(=C1)N1CCN(CC1)C)NC1=NC=C(C(=N1)NCCCN1C(OCCCC1)=O)C(F)(F)F